N-((2S,3S)-4-(4-(N-tert-butylsulfamoyl)phenylamino)-3-hydroxy-1-phenylbutan-2-yl)-4-fluorobenzamide C(C)(C)(C)NS(=O)(=O)C1=CC=C(C=C1)NC[C@@H]([C@H](CC1=CC=CC=C1)NC(C1=CC=C(C=C1)F)=O)O